(E,Z)-3-octylidene-5-methyl-dihydro-furan-2-one C(/CCCCCCC)=C/1\C(OC(C1)C)=O